(1R,2R)-2-methoxycyclobutane-1-amine hydrochloride Cl.CO[C@H]1[C@@H](CC1)N